tri(ethoxy)silane C(C)O[SiH](OCC)OCC